1-(6-(6-chloro-8-fluoro-7-(6-methyl-1H-indazol-7-yl)-2-(((S)-1-methylpyrrolidin-2-yl)methoxy)quinazolin-4-yl)-2,6-diazaspiro[3.3]heptan-2-yl)prop-2-en-1-one ClC=1C=C2C(=NC(=NC2=C(C1C=1C(=CC=C2C=NNC12)C)F)OC[C@H]1N(CCC1)C)N1CC2(CN(C2)C(C=C)=O)C1